2-[(5,5-Dimethyl-1,3-dioxan-2-yl)methyl]-2-(prop-2-en-1-yl)pent-4-enenitrile CC1(COC(OC1)CC(C#N)(CC=C)CC=C)C